3-(2-chloro-5-methoxypyrimidin-4-yl)-7-fluoro-1-methyl-1H-indole ClC1=NC=C(C(=N1)C1=CN(C2=C(C=CC=C12)F)C)OC